(fluoro(2-(((3S,6S,10aS)-5-oxo-3-(4-(pyrimidin-4-yl)piperidine-1-carbonyl)decahydropyrrolo[1,2-a]azocin-6-yl)carbamoyl)benzo[b]thiophen-5-yl)methyl)phosphonic acid FC(C1=CC2=C(SC(=C2)C(N[C@H]2CCCC[C@@H]3N(C2=O)[C@@H](CC3)C(=O)N3CCC(CC3)C3=NC=NC=C3)=O)C=C1)P(O)(O)=O